bisMethyl-butadiene CC(C(=C)C)=C